C(C)N1N=C(C(=C1)C1=C(C=C(C=C1F)F)C1=C2C(=CN=C1)SC(=C2)C#N)C(F)(F)F 4-(2-(1-Ethyl-3-(trifluoromethyl)-1H-pyrazol-4-yl)-3,5-difluorophenyl)thieno(2,3-c)pyridine-2-carbonitrile